(S)-6-cyclopropyl-3-((3-(tetrahydro-2H-pyran-4-yl)-2-((1,1,1-trifluoropropan-2-yl)oxy)phenyl)amino)pyrazine-4-carboxylic acid C1(CC1)C1=CN([C@@H](C=N1)NC1=C(C(=CC=C1)C1CCOCC1)OC(C(F)(F)F)C)C(=O)O